N-hexadecyl-N,N-dimethyl-hydroxyethyl-ammonium chloride [Cl-].C(CCCCCCCCCCCCCCC)[N+](C)(C)CCO